N-ethyl-2-(4-(2-(4-isopropylphenyl)-6-methoxy-3,4-dihydronaphthalen-1-yl)phenyl)ethan-1-amine C(C)NCCC1=CC=C(C=C1)C1=C(CCC2=CC(=CC=C12)OC)C1=CC=C(C=C1)C(C)C